FC1=C(C(=CC(=C1)CNC)C)C=1C=C2C=C(N=CC2=CN1)NC1=NN2CC(N(CCC2=C1)C)=O 2-((6-(2-fluoro-6-methyl-4-((methylamino)methyl)phenyl)-2,7-naphthyridin-3-yl)amino)-6-methyl-5,6-dihydro-4H-pyrazolo[1,5-d][1,4]diazepin-7(8H)-one